O[C@H](C(=O)OC)COC methyl (2S)-2-hydroxy-3-methoxy-propanoate